1,4-bis(2,7-dimethyl-9-acridinyl)benzene CC1=CC2=C(C3=CC(=CC=C3N=C2C=C1)C)C1=CC=C(C=C1)C=1C2=CC(=CC=C2N=C2C=CC(=CC12)C)C